[Li].[P] phosphorus lithium salt